F[C@H]1C[C@@H](CNC1)NC1=NC=2N(C(C(=NC2C=N1)C1(NC=CC=C1)C=1C=CC=C(C1)CS(=O)(=O)N)=O)C(C)C 5-[2-[[((3S,5S)-5-fluoro-3-piperidyl)-amino]-8-isopropyl-7-oxo-pteridin-6-yl]-2-pyridyl]-1-phenyl-methanesulfonamide